4-[4-[3-chloro-4-[2-(3,5-difluoro-2-pyridinyl)-2-hydroxy-ethoxy]pyrazolo[1,5-a]pyridin-6-yl]-5-methyl-triazol-1-yl]piperidine-1-carboxylic acid tert-butyl ester C(C)(C)(C)OC(=O)N1CCC(CC1)N1N=NC(=C1C)C=1C=C(C=2N(C1)N=CC2Cl)OCC(O)C2=NC=C(C=C2F)F